FC(OC=1C=C(C(=NC1C)C(=O)O)C)F 5-(difluoromethoxy)-3,6-dimethylpicolinic acid